FC1=C(COC2=CC(=NC=C2OC)N)C(=CC=C1F)OC 4-((2,3-difluoro-6-methoxybenzyl)oxy)-5-methoxypyridin-2-amine